O1C(=CC(=O)C=2C(O)=CC(O)=CC12)C1=CC(O)=C(O)C=C1.[Li] lithium luteolin salt